1,9-bisacryloyloxynonane C(C=C)(=O)OCCCCCCCCCOC(C=C)=O